C1=C(C(=O)NC(=O)N1)[C@H]2[C@@H]([C@@H]([C@H](O2)CO)O)O The molecule is a C-glycosyl pyrimidine that consists of uracil having a beta-D-ribofuranosyl residue attached at position 5. The C-glycosyl isomer of the nucleoside uridine. It has a role as a fundamental metabolite.